CC=1NC2=CC=CC=C2C1C1=CC=NC=C1 2-methyl-3-(pyridin-4-yl)-1H-indole